[Nd].N1=C(C=CC=C1)C=CC1=NC=CC=C1 1,2-di-(2-pyridyl)ethylene Neodymium